3,7-bis(dimethylamino)-N-ethyl-10H-phenothiazine-10-formamide CN(C=1C=CC=2N(C3=CC=C(C=C3SC2C1)N(C)C)C(=O)NCC)C